C(C)C(CCCCN1C(N(C=2N=CN(C2C1=O)CCO)C)=O)(CC)O 1-(5-ethyl-5-hydroxyheptyl)-7-(2-hydroxyethyl)-3-methyl-1H-purine-2,6(3h,7h)-dione